tert-butyl (E)-(4-((2-amino-4-carbamoylphenyl)amino)but-2-en-1-yl)carbamate NC1=C(C=CC(=C1)C(N)=O)NC/C=C/CNC(OC(C)(C)C)=O